N-(4-(2,4-dioxotetrahydropyrimidin-1(2H)-yl)phenyl)-8-morpholinooctanoamide O=C1N(CCC(N1)=O)C1=CC=C(C=C1)NC(CCCCCCCN1CCOCC1)=O